C1=C[Se]C=C1 The molecule is a five-membered monocyclic heteroarene composed of four CH units and one selenium atom. The parent of the class of selenophenes. It is a mancude organic heteromonocyclic parent, a monocyclic heteroarene and a member of selenophenes.